5-(4-aminoquinazolin-6-yl)-N-(2-(dimethylamino)ethyl)-1H-indazole-3-carboxamide NC1=NC=NC2=CC=C(C=C12)C=1C=C2C(=NNC2=CC1)C(=O)NCCN(C)C